BrC=1C=C(C=CC1C1=C(C=C(C=C1)O)Br)O 3,3'-dibromo-4,4'-biphenol